ethyl 6-bromo-8-(1,1-difluorodeuteroethyl)-2-trifluoromethyl-2H-benzopyran-3-carboxylate BrC=1C=C(C2=C(C=C(C(O2)C(F)(F)F)C(=O)OCC)C1)C(C[2H])(F)F